ClC=1C=C(C=C(C1)Cl)[C@@]1(CC(=NO1)C=1C=C(C(=CC1)C)C(=O)NCC(NCC(F)(F)F)=O)C(F)(F)F 4-[(5S)-5-(3,5-Dichlorophenyl)-4,5-dihydro-5-trifluoromethyl-1,2-oxazol-3-yl]-N-[2-oxo-2-(2,2,2-trifluoroethylamino)ethyl]-o-toluamide